2-methoxy-4-ethylphenyl 4-ethoxybenzoate C(C)OC1=CC=C(C(=O)OC2=C(C=C(C=C2)CC)OC)C=C1